(R,E)-((1,2,3,5,6,7-hexahydro-s-indacen-4-yl)carbamoyl)((2-(1-(tetrahydro-2H-thiopyran-4-yl)pyrrolidin-2-yl)vinyl)sulfonyl)amid C1CCC2=C(C=3CCCC3C=C12)NC(=O)[N-]S(=O)(=O)\C=C\[C@@H]1N(CCC1)C1CCSCC1